(S)-2-(2-(4-(3-aminophenyl)-1H-1,2,3-triazol-1-yl)acetylamino)-N-(4-methoxyphenyl)-N-methyl-3-phenylpropionamide NC=1C=C(C=CC1)C=1N=NN(C1)CC(=O)N[C@H](C(=O)N(C)C1=CC=C(C=C1)OC)CC1=CC=CC=C1